C1(=CC=CC=C1)P(CCCCP(C1=CC=CC=C1)C1=CC=CC=C1)C1=CC=CC=C1 4-diphenylphosphanylbutyl-(diphenyl)phosphane